7-chloro-3-(2-chloro-5-(trifluoromethyl)pyrimidin-4-yl)-1H-indole ClC=1C=CC=C2C(=CNC12)C1=NC(=NC=C1C(F)(F)F)Cl